FC1=CC=C(C=C1)N1C(N(C=CC1=O)C(C)C)=O 3-(4-fluorophenyl)-1-isopropyl-2,4-dioxo-1,2,3,4-tetrahydropyrimidin